C12CNCC(CC1)N2C=2SC1=C(N2)CN(C1)C(=O)NC1CCCC1 2-(3,8-diazabicyclo[3.2.1]octan-8-yl)-N-cyclopentyl-4,6-dihydro-5H-pyrrolo[3,4-d]thiazole-5-carboxamide